1-(3-bromophenyl)cyclopropan-1-ol BrC=1C=C(C=CC1)C1(CC1)O